1,1'-(5-(tert-butyl)-2-hydroxy-1,3-phenylene)bis(2,2-difluoroethane-1-ol) C(C)(C)(C)C=1C=C(C(=C(C1)C(C(F)F)O)O)C(C(F)F)O